N1(CCCC1)CCC=1C=C(C=C)C=CC1 3-(2-pyrrolidinoethyl)styrene